tert-butyl 3-(2-bromo-1H-imidazol-1-yl)-3-(nitromethyl)azetidine-1-carboxylate BrC=1N(C=CN1)C1(CN(C1)C(=O)OC(C)(C)C)C[N+](=O)[O-]